C(C=C)(=O)N1C[C@H]2C3=C(N(N=C3CC1)C1=CC=C(C=C1)C1CCC1)CCN2C(=O)OC(C)(C)C tert-butyl (R)-7-acryloyl-2-(4-cyclobutylphenyl)-2,3,4,5a,6,7,8,9-octahydro-5H-1,2,5,7-tetraazabenzo[cd]azulene-5-carboxylate